5-((1-cyanocyclopropyl)methyl)-6-formylnicotinonitrile C(#N)C1(CC1)CC=1C(=NC=C(C#N)C1)C=O